4,5-dichloro-2-(piperazine-1-carbonyl)-1H-indole ClC1=C2C=C(NC2=CC=C1Cl)C(=O)N1CCNCC1